(R)-N-(1-(3-(5-formylthiophen-2-yl)phenyl)ethyl)-5-methyl-1H-benzo[d]imidazole-6-carboxamide C(=O)C1=CC=C(S1)C=1C=C(C=CC1)[C@@H](C)NC(=O)C=1C(=CC2=C(NC=N2)C1)C